(S)-4-(tert-butyl)-2-(isoquinolin-1-yl)-4,5-dihydro-oxazol C(C)(C)(C)[C@@H]1N=C(OC1)C1=NC=CC2=CC=CC=C12